N1(CCCCC1)C1=NC=2C(=NC=C(N2)SC=2C(=NC=CC2)C(F)(F)F)N1 2-(piperidin-1-yl)-5-((2-(trifluoromethyl)pyridin-3-yl)thio)-1H-imidazo[4,5-b]pyrazine